8-(2-chlorophenyl)-7-(4-chlorophenyl)-1-methyl-3-[(1-methylpiperidin-4-yl)methyl]-2,3,6,7-tetrahydro-1H-purine-2,6-dione ClC1=C(C=CC=C1)C1=NC=2N(C(N(C(C2N1C1=CC=C(C=C1)Cl)=O)C)=O)CC1CCN(CC1)C